C(C)(C)(C)OC(=O)NCC(C(=O)OC)C1=CC(=CC=C1)CNC(=O)OC(C)(C)C methyl 3-[(tert-butoxycarbonyl) amino]-2-(3-{[(tert-butoxycarbonyl) amino] methyl} phenyl)-propanoate